CN1[C@@H](C[C@H](C1)OCCOCCOC1OCCCC1)CO ((2S,4R)-1-methyl-4-(2-(2-((tetrahydro-2H-pyran-2-yl)oxy)ethoxy)ethoxy)pyrrolidin-2-yl)methanol